NC1=C(C(=NN1CC1C(C1)(F)F)C=1C=C2CCC(C2=CC1)NC(C1=C(C=CC(=C1)F)OC)=O)C#N N-(5-(5-amino-4-cyano-1-((2,2-difluorocyclopropyl)methyl)-1H-pyrazol-3-yl)-2,3-dihydro-1H-inden-1-yl)-5-fluoro-2-methoxybenzamide